3-(2,2-difluoroethoxy)benzamide FC(COC=1C=C(C(=O)N)C=CC1)F